6'-(((1S,3S)-3-((7-(trifluoromethyl)-[1,2,4]triazolo[1,5-a]pyridin-2-yl)amino)cyclopentyl)amino)-2H-[1,3'-bipyridinyl]-2-one FC(C1=CC=2N(C=C1)N=C(N2)N[C@@H]2C[C@H](CC2)NC2=CC=C(C=N2)N2C(C=CC=C2)=O)(F)F